4-(4-(6-(((1R,3s,5S)-1,5-dimethyl-9-azabicyclo[3.3.1]nonan-3-yl)(methyl)amino)pyridazin-3-yl)-2-fluoro-5-hydroxyphenyl)-1-(fluoromethyl)pyridin C[C@]12CC(C[C@](CCC1)(N2)C)N(C2=CC=C(N=N2)C2=CC(=C(C=C2O)C2=CCN(C=C2)CF)F)C